C(#C)C=1C(=NC(NC1)=O)N 5-ethynylcytosine